C1(=CC(=CC=C1)O)C1=CC(=CC=C1)O 1,1'-biphenyl-3,3'-diol